5-chloro-N-[(3S)-3-(2-hydroxyethyl)-5-oxo-2,3,4,5-tetrahydropyrido[3,2-f][1,4]oxazepin-7-yl]-2-methoxybenzenesulfonamide ClC=1C=CC(=C(C1)S(=O)(=O)NC1=CC=2C(N[C@H](COC2N=C1)CCO)=O)OC